ClC=1C(=NC=CC1C1=C(C(=CC=C1)NC(=O)C=1N(C2=C(CNCC2)N1)C)Cl)C1=CC(=C(CNCC(=O)O)C=C1)OC (4-(3-Chloro-4-(2-chloro-3-(1-methyl-4,5,6,7-tetrahydro-1H-imidazo[4,5-c]pyridine-2-carboxamido)phenyl)pyridin-2-yl)-2-methoxybenzyl)glycine